C(CCCCC)C(CCCCCCCCCCCCCCC)(CCCCCC)CCCCCC trihexyl-hexadecane